3-Chlorobenzyl ((2S)-3-cyclohexyl-1-((4-(cyclopropylamino)-3-hydroxy-4-oxo-1-(2-oxo-8-pivaloyl-1,8-diazaspiro[4.5]decan-3-yl)butan-2-yl)amino)-1-oxopropan-2-yl)carbamate C1(CCCCC1)C[C@@H](C(=O)NC(CC1C(NC2(C1)CCN(CC2)C(C(C)(C)C)=O)=O)C(C(=O)NC2CC2)O)NC(OCC2=CC(=CC=C2)Cl)=O